1-[4-(adamantan-1-yl)phenoxy]-3-(4-methyl-1,4-diazepan-1-yl)propan-2-ol C12(CC3CC(CC(C1)C3)C2)C2=CC=C(OCC(CN3CCN(CCC3)C)O)C=C2